CN1C(=C(C=2C1=NC=CN2)C(=O)N2CC(CCC2)COC2=C(C=CC=C2)OC(F)(F)F)C2=CC=CC=C2 1-{5-methyl-6-phenylpyrrolo[2,3-b]pyrazine-7-carbonyl}-3-[2-(trifluoromethoxy)phenoxymethyl]piperidine